(R)-4-(7-(4-Fluorobenzoyl)-8-methyl-3-(3-methyl-1,2,4-thiadiazol-5-yl)-5,6,7,8-Tetrahydroimidazo[1,5-a]pyrazin-1-yl)morpholin-3-one FC1=CC=C(C(=O)N2[C@@H](C=3N(CC2)C(=NC3N3C(COCC3)=O)C3=NC(=NS3)C)C)C=C1